(S)-2-cyclopropyl-4-((1-(5-cyclopropyl-1,3,4-thiadiazol-2-yl)pyrrolidin-3-yl)methoxy)pyrimidine-5-carbonitrile C1(CC1)C1=NC=C(C(=N1)OC[C@@H]1CN(CC1)C=1SC(=NN1)C1CC1)C#N